C1(CC1)C=1C=C2C=NN(C2=CC1)C 5-cyclopropyl-N-methyl-1H-indazole